ClC1=CC=C(C=C1)C(=O)NC=1C=C(C(=O)O)C=CC1N1CCN(CC1)C1=C(C=CC(=C1)Cl)Cl 3-{[(4-chlorophenyl)carbonyl]amino}-4-[4-(2,5-dichlorophenyl)piperazin-1-yl]benzoic acid